N1(CCCCCC1)C(=O)C1=CC2=C(N3C(S2)=NC(=C3)C3=CC=C(C=C3)C)C=C1 Azepan-1-yl-(2-(p-tolyl)benzo[d]imidazo[2,1-b]thiazol-7-yl)methanone